CC=1C(=C(C=2CC3=CC=CC=C3C2C1)C1=C(C2=C(SC3=C2C=CC=C3)C=C1)C1=C(C=CC=C1)C1=CC=CC=C1)C [(dimethylfluorenyl)dibenzothiophenyl]biphenyl